BrC1=CC=C(C=C1)OC1CC1 1-bromo-4-cyclopropoxybenzene